ClC1=C(C=CC=C1NC1=CC=C(C=C1)S(=O)(=O)C)[C@@]1(CC(N(C(N1)=N)C1CCOCC1)=O)C (6S)-6-[2-Chloro-3-(4-methyl-sulfonylanilino)phenyl]-2-imino-6-methyl-3-(tetrahydro-pyran-4-yl)hexahydropyrimidin-4-one